1-(5-(Bromomethyl)-2-nitrophenyl)ethan-1-one normal dodecyl-methacrylate C(CCCCCCCCCCC)OC(C(=C)C)=O.BrCC=1C=CC(=C(C1)C(C)=O)[N+](=O)[O-]